1-chloro-1,2,3-trifluoropropane ClC(C(CF)F)F